7-(4,4-difluoropiperidin-1-yl)-5-ethynylpyrazolo[1,5-a]pyridine FC1(CCN(CC1)C1=CC(=CC=2N1N=CC2)C#C)F